2,4-di-chloro-6-(4-morpholinyl)-1,3,5-triazine ClC1=NC(=NC(=N1)Cl)N1CCOCC1